N1(N=NC=C1)N1N=NC=C1 para-bitriazol